C(CC#C)C1(N=N1)CCNC(=O)C1=CC=C(C=C1)C=1N=C2SC3=C(N2C1)C=CC(=C3)C(=O)NCCCN(CC)CC 2-(4-((2-(3-(but-3-yn-1-yl)-3H-diazirin-3-yl)ethyl)carbamoyl)phenyl)-N-(3-(diethylamino)propyl)benzo[d]imidazo[2,1-b]thiazole-7-carboxamide